N[C@H]1[C@H](N(CC1)C(=O)OCC1=CC=CC=C1)CO[C@@H]1CC[C@@H](CC1)C1=CC=CC=C1 Benzyl (2S,3R)-3-amino-2-((((CIS)-4-phenylcyclohexyl)oxy)methyl)pyrrolidine-1-carboxylate